tris-(2-methylphenyl)phosphine CC1=C(C=CC=C1)P(C1=C(C=CC=C1)C)C1=C(C=CC=C1)C